CC1=CN=C2N1C=C(C=N2)C=2C=CN1N=C(N=CC12)NC1COC1 5-(3-methylimidazo[1,2-a]pyrimidin-6-yl)-N-(oxetan-3-yl)pyrrolo[2,1-f][1,2,4]triazin-2-amine